ClC1=CC=C(C=C1)[C@@H](CC(=O)OC)C#N methyl (R)-3-(4-chlorophenyl)-3-cyanopropionate